ClC1=C(C(=CC=2C(N(N=NC21)[C@H]2CCOC[C@@H]2O)=O)CC2=CC(=C(C=C2)C(NC)=O)F)C 1,5-anhydro-3-(8-chloro-6-(3-fluoro-4-(methylcarbamoyl)benzyl)-7-methyl-4-oxo-1,2,3-benzotriazin-3(4H)-yl)-2,3-dideoxy-L-threo-pentitol